4-((2-amino-9-((2R,3R,5S)-3-hydroxy-5-(hydroxymethyl)tetrahydrofuran-2-yl)-6,8-dioxo-1,6,8,9-tetrahydro-7H-purin-7-yl)methyl)benzoic acid NC=1NC(C=2N(C(N(C2N1)[C@@H]1O[C@@H](C[C@H]1O)CO)=O)CC1=CC=C(C(=O)O)C=C1)=O